FC(=C(C(=C(F)F)F)F)F perfluorobutadiene